3-Benzyloxy-5-chloro-2-nitro-pyridine C(C1=CC=CC=C1)OC=1C(=NC=C(C1)Cl)[N+](=O)[O-]